FC(C(OC)C=1N(C(=CN1)CC1=CC=NC=C1)C(C1=CC=CC=C1)(C1=CC=CC=C1)C1=CC=CC=C1)(F)F 4-((2-(2,2,2-Trifluoro-1-methoxyethyl)-1-trityl-1H-imidazol-5-yl)methyl)pyridine